C1=CC=NC(=C1)SSC2=CC=CC=N2 2,2-dithiodipyridine